iodo(trideuteriomethyl)magnesium I[Mg]C([2H])([2H])[2H]